FC=1C(=NC=CC1C(F)(F)F)C(=O)O 3-fluoro-4-(trifluoromethyl)picolinic acid